1-((1S,4S)-5-(4-((3-chloro-4-(difluoromethoxy)-2-fluorophenyl)amino)-7-fluoropyrido[3,2-d]pyrimidin-6-yl)-2,5-diazabicyclo[2.2.1]heptan-2-yl)prop-2-en-1-one ClC=1C(=C(C=CC1OC(F)F)NC=1C2=C(N=CN1)C=C(C(=N2)N2[C@@H]1CN([C@H](C2)C1)C(C=C)=O)F)F